di-n-hexyl 2,3-dichloromaleate Cl/C(/C(=O)OCCCCCC)=C(/C(=O)OCCCCCC)\Cl